tetrachloro-para-xylene ClC1=C(C(=C(C(=C1C)Cl)Cl)C)Cl